Spiro-9,9'-bifluorene C1=CC=CC=2C3=CC=CC=C3C3(C4=CC=CC=C4C4=CC=CC=C43)C12